N,4,4-trimethyl-N-(2-oxo-2-((6-(trifluoromethoxy)benzo[d]thiazol-2-yl)amino)ethyl)pentanamide CN(C(CCC(C)(C)C)=O)CC(NC=1SC2=C(N1)C=CC(=C2)OC(F)(F)F)=O